Kalium-Natrium [Na].[K]